rel-(3R,4R)-4-((4-((4-(1H-pyrazol-1-yl)benzyl)(ethyl)amino)-7H-pyrrolo[2,3-d]pyrimidin-7-yl)methyl)piperidine-3,4-diol N1(N=CC=C1)C1=CC=C(CN(C=2C3=C(N=CN2)N(C=C3)C[C@]3([C@@H](CNCC3)O)O)CC)C=C1 |o1:21,22|